6-chloro-N-(2-methoxyethyl)-4-morpholino-3-nitropyridin-2-amine ClC1=CC(=C(C(=N1)NCCOC)[N+](=O)[O-])N1CCOCC1